O(S(=O)(=O)C(F)(F)F)C1=C(C(=C(C=C1)C=1C(=NN(C1)C1=NC=C(C=C1)NC(=O)OC(C)(C)C)C)F)F 4-(1-(5-((tert-butoxycarbonyl) amino) pyridin-2-yl)-3-methyl-1H-pyrazol-4-yl)-2,3-difluorophenyl triflate